C(C)(C)(C)OC(=O)N1CCC(CC1)CN1CCN(CC1)C=1C=CC2=C(NC(=N2)C=2C(NC3=CC=CC(=C3C2N)F)=O)C1 4-((4-(2-(4-amino-5-fluoro-2-oxo-1,2-dihydroquinolin-3-yl)-1H-benzo[d]imidazol-6-yl)piperazin-1-yl)methyl)piperidine-1-carboxylic acid tert-butyl ester